dimethyl-tert-butyl-[4-(4,4,5,5-tetramethyl-1,3,2-dioxaborolane-2-yl)naphthalen-2-yl]oxysilane C[Si](OC1=CC2=CC=CC=C2C(=C1)B1OC(C(O1)(C)C)(C)C)(C(C)(C)C)C